1-stearyl-2-hydroxy-sn-glycero-3-phosphocholine C(CCCCCCCCCCCCCCCCC)OC[C@@H](OO)COP(=O)([O-])OCC[N+](C)(C)C